[Na+].C(=C)C=1C=C(C=C(C1)S(=O)(=O)[O-])S(=O)(=O)[O-].[Na+] 5-ethenyl-1,3-benzenedisulfonic acid sodium salt